C(CC=C)OC1=NC(=NN2C1=NC=C2)C=2C=C(C=NC2OC)CNCC N-((5-(4-(but-3-en-1-yloxy)imidazo[2,1-f][1,2,4]triazin-2-yl)-6-methoxypyridin-3-yl)methyl)ethylamine